6,6-Dimethyl-11-oxo-8-((2R,3R)-2,3,4-trihydroxy-butoxy)-6,11-dihydro-5H-benzo[b]carbazole-3-carboxylic acid pyridin-2-ylamide N1=C(C=CC=C1)NC(=O)C1=CC=C2C=3C(C4=C(C(C3NC2=C1)(C)C)C=C(C=C4)OC[C@H]([C@@H](CO)O)O)=O